n-Trinonacontane CCCCCCCCCCCCCCCCCCCCCCCCCCCCCCCCCCCCCCCCCCCCCCCCCCCCCCCCCCCCCCCCCCCCCCCCCCCCCCCCCCCCCCCCCCCCC